3,3-difluoro-1-oxaspiro[3.5]nonan-7-one oxime FC1(COC12CCC(CC2)=NO)F